N-((R)-3,3-difluoro-1-(methylsulfonyl)piperidin-4-yl)-5-(1-((S)-1-fluoropropan-2-yl)-1H-benzo[d][1,2,3]triazol-6-yl)-4-methoxypyrrolo[2,1-f][1,2,4]triazin-2-amine FC1(CN(CC[C@H]1NC1=NN2C(C(=N1)OC)=C(C=C2)C=2C=CC1=C(N(N=N1)[C@H](CF)C)C2)S(=O)(=O)C)F